{8-(2-benzyl-2,7-diaza-7-spiro[3.5]nonyl)-3-azabicyclo[3.2.1]oct-3-yl}[5-(hydroxymethyl)-2-furyl]methanone C(C1=CC=CC=C1)N1CC2(C1)CCN(CC2)C2C1CN(CC2CC1)C(=O)C=1OC(=CC1)CO